O=C1N(CC=2C3=C(C=CC12)C=CC(=C3)C=3C=NC=CC3C(F)(F)F)CC(C(=O)N)=C 2-({3-oxo-8-[4-(trifluoromethyl)pyridin-3-yl]-1H,2H,3H-benzo[e]isoindol-2-yl}methyl)prop-2-enamide